1-phenyl-1-bromoethane C1(=CC=CC=C1)C(C)Br